4-(3-cyano-6-methoxypyridin-2-yl)isoindoline-2-carbonitrile C(#N)C=1C(=NC(=CC1)OC)C1=C2CN(CC2=CC=C1)C#N